C(C)OC(=O)C=1C=NC=2CC(C(NC2C1)=O)CC 7-ethyl-6-oxo-7,8-dihydro-5H-1,5-naphthyridine-3-carboxylic acid ethyl ester